N-cis-caffeoyl-tyramine C(\C=C\C1=CC(O)=C(O)C=C1)(=O)NCCC1=CC=C(C=C1)O